3-(9H-carbazol-9-yl)-3',4'-difluoro-5-methyl-[1,1'-biphenyl] C1=CC=CC=2C3=CC=CC=C3N(C12)C=1C=C(C=C(C1)C)C1=CC(=C(C=C1)F)F